2,4,6-tri-t-amylphenol C(C)(C)(CC)C1=C(C(=CC(=C1)C(C)(C)CC)C(C)(C)CC)O